C1(CC1)C([C@@H](C(=O)NC1=NC(=C(C=C1)C=1C(=[N+](C=C(C1)C)[O-])C)F)NC(=O)C=1N(N=CC1)C(C)CC)C1CC1 N-[(1S)-1-(dicyclopropylmethyl)-2-[[5-(2,5-dimethyl-1-oxido-pyridin-1-ium-3-yl)-6-fluoro-2-pyridyl]amino]-2-oxo-ethyl]-2-sec-butyl-pyrazole-3-carboxamide